C(C\C=C/C=C/C)OC(CCC)=O Z,E-3,5-Hepta-dienylbutyrat